N-[4-(2-hydroxyethyl)cyclohexyl]-1-[5-(pyridin-4-yl)-1H-pyrazole-3-carbonyl]piperidine-4-carboxamide OCCC1CCC(CC1)NC(=O)C1CCN(CC1)C(=O)C1=NNC(=C1)C1=CC=NC=C1